C(C)C=1C=C(C=CC1)CO (3-ethylphenyl)methanol